[2-amino-4-(trifluoromethoxy)phenyl]-[4-[2-[1-(oxetan-3-yl)-4-piperidyl]-3H-imidazo[4,5-b]pyridin-7-yl]-1-piperidyl]methanone NC1=C(C=CC(=C1)OC(F)(F)F)C(=O)N1CCC(CC1)C1=C2C(=NC=C1)NC(=N2)C2CCN(CC2)C2COC2